CCCCCCCCC(CCCCCCCC)OC(CCCCCCC(=O)O)=O 8-(heptadecan-9-yloxy)-8-oxooctanoic acid